FC=1C=C(C=CC1)C#CCN(C1=CC=CC=C1)C(=S)F (3-(3-fluorophenyl)prop-2-yn-1-yl)(phenyl)aminothioformyl fluoride